10-amino-N-(2-(2,6-dioxopiperidin-3-yl)-1-oxoisoindolin-5-yl)decanamide NCCCCCCCCCC(=O)NC=1C=C2CN(C(C2=CC1)=O)C1C(NC(CC1)=O)=O